FC1=CC=C(C=C1)C1=NOC(=N1)C1CCNCC1 3-(4-fluorophenyl)-5-(piperidin-4-yl)-1,2,4-oxadiazole